ethyl 5-methyl-1-(pyridazine-4-yl)-1H-pyrazole-3-carboxylate CC1=CC(=NN1C1=CN=NC=C1)C(=O)OCC